1-(3-cyano-1-isopropyl-indol-5-yl)pyrazole-4-carboxylic Acid C(#N)C1=CN(C2=CC=C(C=C12)N1N=CC(=C1)C(=O)O)C(C)C